tert-butyl 4-[N-(6-fluoro-2-oxo-1,2-dihydropyridin-4-yl)carbamoyl]-4-methylpiperidine-1-carboxylate FC1=CC(=CC(N1)=O)NC(=O)C1(CCN(CC1)C(=O)OC(C)(C)C)C